N-[(1R)-1-(6-Methylpyridazin-3-yl)ethyl]-3-(5-methyl-1,3-thiazol-2-yl)-5-(tetrahydro-2H-pyran-4-ylmethoxy)benzamide CC1=CC=C(N=N1)[C@@H](C)NC(C1=CC(=CC(=C1)OCC1CCOCC1)C=1SC(=CN1)C)=O